C(CCCCCCCCC=C)OC=1C=C2C=CC3=CC(=CC4=CC=C(C1)C2=C43)O 7-(undec-10-en-1-yloxy)pyren-2-ol